2-({4-[2-(4-chloro-2-fluorophenyl)-2-methyl-1,3-benzodioxol-4-yl]piperidin-1-yl}methyl)-1-[2-(1H-imidazol-1-yl)ethyl]-1H-benzimidazole-6-carboxylic acid ClC1=CC(=C(C=C1)C1(OC2=C(O1)C=CC=C2C2CCN(CC2)CC2=NC1=C(N2CCN2C=NC=C2)C=C(C=C1)C(=O)O)C)F